5-Bromo-N-(5-chloro-2-hydroxy-3-(3-methoxypyrrolidine-1-carbonyl)phenyl)-2-hydroxybenzenesulfonamide BrC=1C=CC(=C(C1)S(=O)(=O)NC1=C(C(=CC(=C1)Cl)C(=O)N1CC(CC1)OC)O)O